C(C1=CC=CC=C1)C1=C(OC(C=O)C)C=CC(=C1)C 2-(2-benzyl-4-methylphenoxy)propanal